1-(2,4-Dichlorophenyl)-5-(1,1-dimethyl-ethyl)pyrazol ClC1=C(C=CC(=C1)Cl)N1N=CC=C1C(C)(C)C